((3-fluoro-4-(piperazin-1-yl)phenyl)(methyl)amino)piperidine-2,6-dione FC=1C=C(C=CC1N1CCNCC1)N(C)N1C(CCCC1=O)=O